COC=1C=C(C(=O)[O-])C=CC1OC 3,4-dimethoxybenzoate